cyclohexyl-dihexylphosphine C1(CCCCC1)P(CCCCCC)CCCCCC